7-[[5-(5-ethyl-1,3,4-oxadiazol-2-yl)-4-[[(1S)-2-hydroxy-1-phenyl-ethyl]amino]pyrimidin-2-yl]amino]-2-methyl-1,4-dihydroisoquinolin-3-one C(C)C1=NN=C(O1)C=1C(=NC(=NC1)NC1=CC=C2CC(N(CC2=C1)C)=O)N[C@H](CO)C1=CC=CC=C1